6-methoxy-1-naphthamide COC=1C=C2C=CC=C(C2=CC1)C(=O)N